C1(CC1)OC1=CC=C(C=N1)OC1CCN(CC1)C1=CC=C(C=N1)C1=CC(=CC=2N1C(=CN2)C#N)OCC2(CC2)O 5-(6-(4-((6-cyclopropoxypyridin-3-yl)oxy)piperidin-1-yl)pyridin-3-yl)-7-((1-hydroxycyclopropyl)methoxy)imidazo[1,2-a]pyridine-3-carbonitrile